(2R,5S)-2,5-diethyl-1-(1-(4-fluoro-2-(methoxymethyl)phenyl)ethyl)piperazine C(C)[C@H]1N(C[C@@H](NC1)CC)C(C)C1=C(C=C(C=C1)F)COC